4-(triallylsilyl)butylacrylate C(C=C)[Si](CCCCOC(C=C)=O)(CC=C)CC=C